C(C)(C)(C)OC(N[C@@H]1CN(C[C@H](C1)O)C=1C2=C(N=C(N1)Cl)C(=C(N=C2)Cl)F)=O Tert-butyl-((3S,5S)-1-(2,7-dichloro-8-fluoropyrido[4,3-d]pyrimidin-4-yl)-5-Hydroxypiperidin-3-yl)carbamate